dioleyl dithiophosphate P(=S)(SCCCCCCCC\C=C/CCCCCCCC)(OCCCCCCCC\C=C/CCCCCCCC)[O-]